(2S,4R)-1-((S)-7,7-dimethyl-5,6,7,8-tetrahydro-4H-[1,2,3]triazolo[1,5-a][1,4]diazepine-8-carbonyl)-4-hydroxy-N-((S)-1-(4-(4-methylthiazol-5-yl)phenyl)ethyl)pyrrolidine-2-carboxamide CC1(CNCC=2N([C@@H]1C(=O)N1[C@@H](C[C@H](C1)O)C(=O)N[C@@H](C)C1=CC=C(C=C1)C1=C(N=CS1)C)N=NC2)C